C(#N)C=1C=C(C=CC1)C=1N(N=C2C1N=CN(C2=O)CC2(CCN(CC2)C(=O)OC(C)(C)C)O)C tert-butyl 4-((3-(3-cyanophenyl)-2-methyl-7-oxo-2,7-dihydro-6H-pyrazolo[4,3-d]pyrimidin-6-yl)methyl)-4-hydroxypiperidine-1-carboxylate